OC1=C(C(=O)O)C=CC=C1.C(C=1C(O)=CC=CC1)(=O)OCCCCCC hexyl salicylate (2-hydroxybenzoate)